((6-cyano-1H-indol-1-yl)methyl)thiophene-2-carboxylic acid methyl ester COC(=O)C=1SC=CC1CN1C=CC2=CC=C(C=C12)C#N